ClC1=C(C(=C(C=C1OC)OC)Cl)C1CCC=2C(=NNC2C1)C1=C(C=CC=C1)[N+](=O)[O-] 6-(2,6-dichloro-3,5-dimethoxyphenyl)-3-(2-nitrophenyl)-4,5,6,7-tetrahydro-1H-indazole